C(CCCCCCCCCCCCC)(=O)OCCCCCCCCCCCCCCCCCCCC octylLauryl myristate